(4-Fluorophenyl)-4-(1-(trifluoromethyl)cyclopropyl)butane-1,4-dione FC1=CC=C(C=C1)C(CCC(=O)C1(CC1)C(F)(F)F)=O